(1,2-ethanediyl)bis(3,3,5,5-tetramethylpiperazinon) C(CN1C(C(NC(C1)(C)C)(C)C)=O)N1C(C(NC(C1)(C)C)(C)C)=O